acryl-amid C(C=C)(=O)N